(E)-2-fluoro-N-(2-methoxy-5-(4-(1-(4-oxopent-2-enoyl)piperidin-4-yl)quinazolin-6-yl)pyridin-3-yl)benzenesulfonamide FC1=C(C=CC=C1)S(=O)(=O)NC=1C(=NC=C(C1)C=1C=C2C(=NC=NC2=CC1)C1CCN(CC1)C(\C=C\C(C)=O)=O)OC